4-(2-chlorophenyl)-N'-(4-fluorophenyl)thiazole-2-hydrazide ClC1=C(C=CC=C1)C=1N=C(SC1)C(=O)NNC1=CC=C(C=C1)F